N-(7-(phenylmethylsulfanyl)-2-(4-fluorobenzoyl)isoindolin-5-yl)-2-(2-chlorophenyl)acetamide C1(=CC=CC=C1)CSC=1C=C(C=C2CN(CC12)C(C1=CC=C(C=C1)F)=O)NC(CC1=C(C=CC=C1)Cl)=O